FC(C(C1=CC=C(C=C1)F)NS(=O)(=O)C1=CC=2N(C=C1)N=NC2)(F)F N-(2,2,2-trifluoro-1-(4-fluorophenyl)ethyl)-[1,2,3]triazolo[1,5-a]pyridine-5-sulfonamide